(E)-N-(2-amino-2-oxoethyl)-3-(2-(6-methoxy-3-pyridyl)-4-morpholino-6-thieno[3,2-d]pyrimidinyl)acrylamide NC(CNC(\C=C\C1=CC=2N=C(N=C(C2S1)N1CCOCC1)C=1C=NC(=CC1)OC)=O)=O